3,4-difluoro-2-((2-fluoro-4-iodophenyl)amino)-5-formylbenzoic acid FC=1C(=C(C(=O)O)C=C(C1F)C=O)NC1=C(C=C(C=C1)I)F